N-(4-(4-fluorophenyl)-5-(2-((4-(4-isopropylpiperazin-1-yl)phenyl)amino)pyrimidin-4-yl)thiazol-2-yl)ethanesulfonamide FC1=CC=C(C=C1)C=1N=C(SC1C1=NC(=NC=C1)NC1=CC=C(C=C1)N1CCN(CC1)C(C)C)NS(=O)(=O)CC